1-amino-5-vinylnaphthalene NC1=CC=CC2=C(C=CC=C12)C=C